Hydroxyethyl Myristate C(CCCCCCCCCCCCC)(=O)OCCO